(4-(10-hydroxydecyl)-1-oxoisoindolin-2-yl)-1-methylpiperidine-2,6-dione OCCCCCCCCCCC1=C2CN(C(C2=CC=C1)=O)C1C(N(C(CC1)=O)C)=O